O1CC(OC2=C1C=CC=C2)C(=O)C2=CN(C1=CC(=CC=C21)C=2C=NNC2)CCO 2,3-dihydro-1,4-benzodioxin-3-yl-[1-(2-hydroxyethyl)-6-(1H-pyrazol-4-yl)indol-3-yl]methanone